2-((S)-2,6-dioxopiperidin-3-yl)isoindoline-1,3-dione O=C1NC(CC[C@@H]1N1C(C2=CC=CC=C2C1=O)=O)=O